6-Chloro-3-[(1R)-1-[3,6-dimethyl-2-(2-methyloxazolo[4,5-b]pyridin-6-yl)-4-oxo-chromen-8-yl]ethoxy]pyridine-2-sulfonamide ClC1=CC=C(C(=N1)S(=O)(=O)N)O[C@H](C)C=1C=C(C=C2C(C(=C(OC12)C=1C=C2C(=NC1)N=C(O2)C)C)=O)C